2'-chloro-5'-methoxy-6-methyl-N-{5-[(oxan-4-yl)carbamoyl]-1,3,4-thiadiazol-2-yl}-[4,4'-bipyridine]-3-carboxamide ClC1=NC=C(C(=C1)C1=C(C=NC(=C1)C)C(=O)NC=1SC(=NN1)C(NC1CCOCC1)=O)OC